C(C)(C)(C)OC(=O)N1C(CCCC1)N1N=CC(=C1)NC1=NC=CC(=N1)NN1N=CC(=C1)N 4-(4-(4-aminopyrazol-1-yl)aminopyrimidin-2-yl)amino-1H-pyrazol-1-ylpiperidine-1-carboxylic acid tert-butyl ester